3-ethyl-((triethoxysilyl)propoxymethyl)oxetane C(C)C1C(OC1)COCCC[Si](OCC)(OCC)OCC